CN1CC(C1)C1=CC=2N(C=C1)C=CN2 7-(1-methylazetidin-3-yl)imidazo[1,2-a]pyridine